2-(dimethylamino)-N-(3-fluoro-4-(piperidin-1-yl)phenyl)-5-methyloxazole-4-carboxamide CN(C=1OC(=C(N1)C(=O)NC1=CC(=C(C=C1)N1CCCCC1)F)C)C